CC=1C(=CNC1\C=C\1/C(NC2=CC=CC=C12)=O)C(=O)NCCNC(OC(C)(C)C)=O tert-butyl N-[2-[[4-methyl-5-[(Z)-(2-oxoindolin-3-ylidene)methyl]-1H-pyrrole-3-carbonyl]amino]ethyl]carbamate